1-[(2-bromo-1,3-thiazol-5-yl)carbonyl]piperidin-4-one BrC=1SC(=CN1)C(=O)N1CCC(CC1)=O